1-(benzo[d][1,3]dioxol-5-yl)-N-isopropylmethanimine oxide O1COC2=C1C=CC(=C2)C=[N+](C(C)C)[O-]